N1=C(N=CC=2CCCCC12)S 5,6,7,8-tetrahydroquinazoline-2-thiol